(S)-N-((7-((((1-amino-3,3-difluorocyclobutyl)methyl)amino)methyl)imidazo[1,2-b]pyridazin-2-yl)(4,4-difluorocyclohexyl)methyl)-1-isopropyl-1H-pyrazole-5-carboxamide NC1(CC(C1)(F)F)CNCC1=CC=2N(N=C1)C=C(N2)[C@@H](NC(=O)C2=CC=NN2C(C)C)C2CCC(CC2)(F)F